1-(3-cyanophenyl)-N-(2-fluoro-6-formylphenyl)-3-(trifluoromethyl)-1H-pyrazole-5-carboxamide C(#N)C=1C=C(C=CC1)N1N=C(C=C1C(=O)NC1=C(C=CC=C1C=O)F)C(F)(F)F